3,9-bis[1,1-dimethyl-2-(β-(3-t-butyl-4-hydroxy-5-methylphenyl)propionyloxy)ethyl]-2,4,8,10-tetraoxaspiro[5.5]undecane CC(COC(CCC1=CC(=C(C(=C1)C)O)C(C)(C)C)=O)(C)C1OCC2(CO1)COC(OC2)C(COC(CCC2=CC(=C(C(=C2)C)O)C(C)(C)C)=O)(C)C